C(C)C1CC(CC(C1N)CC)C(C)(C)C1CC(C(C(C1)CC)N)CC bis(3,5-diethyl-4-aminocyclohexyl)propane